COC1=CC=C(C(=N1)N(C)CC1=CN=CS1)[N+](=O)[O-] 6-methoxy-N-((thiazol-5-yl)methyl)-N-methyl-3-nitropyridin-2-amine